3-(1-allylpyrazol-4-yl)-1-tetrahydropyran-2-yl-indazol-5-ol C(C=C)N1N=CC(=C1)C1=NN(C2=CC=C(C=C12)O)C1OCCCC1